N1(N=CC=C1)C1=CC=C(C=C1)[C@@H]1CN(CC[C@H]1OC1=C2C=CNC2=C(C=C1C)C)C 4-(((3R,4R)-3-(4-(1H-pyrazol-1-yl)phenyl)-1-methylpiperidin-4-yl)oxy)-5,7-dimethyl-1H-indole